5-bromo-1-(benzenesulfonyl)-1H-pyrrole BrC1=CC=CN1S(=O)(=O)C1=CC=CC=C1